1,3-dibenzylimidazolium C(C1=CC=CC=C1)N1C=[N+](C=C1)CC1=CC=CC=C1